2-((1S,6S)-6-aminocyclohex-3-en-1-yl)-5-chloro-3-iodo-N-(thiophen-2-ylmethyl)thieno[3,2-b]pyridin-7-amine N[C@H]1CC=CC[C@@H]1C1=C(C2=NC(=CC(=C2S1)NCC=1SC=CC1)Cl)I